FC1(CC2(C1)C[C@@H](N(CC2)CC2=C1C=CNC1=C(C=C2OC)C)C2=C(C=C(C(=O)O)C=C2)NC(C)=O)F 4-[(6R)-2,2-difluoro-7-[(5-methoxy-7-methyl-1H-indol-4-yl)methyl]-7-azaspiro[3.5]nonan-6-yl]-3-acetamidobenzoic acid